2-ethyl-6-n-Propylphenol C(C)C1=C(C(=CC=C1)CCC)O